FC1=C(C=CC=C1)S(=O)(=O)N1CC2(C1)CC(C2)N2C(C=1N(CC[C@H]2C)N=C(C1)C(F)(F)F)=O (6R)-5-[2-(2-fluorophenyl)sulfonyl-2-azaspiro[3.3]heptan-6-yl]-6-methyl-2-(trifluoromethyl)-7,8-dihydro-6H-pyrazolo[1,5-a][1,4]diazepin-4-one